1'-(3-(4-(cyclopropanecarbonyl)piperazine-1-carbonyl)-6-fluoroquinolin-4-yl)spiro[indene-1,4'-piperidin]-2(3H)-one C1(CC1)C(=O)N1CCN(CC1)C(=O)C=1C=NC2=CC=C(C=C2C1N1CCC2(CC1)C(CC1=CC=CC=C12)=O)F